N1(CCC1)CCNC1=NC2=CC=CC(=C2N=C1CC1=CC(=CC=C1)OC)C N-(2-(azetidin-1-yl)ethyl)-3-(3-methoxybenzyl)-5-methylquinoxalin-2-amine